C(C)(C)(C)OC(=O)C1(C(C1)NC)C1=NC=C(C=N1)C(=O)OC methyl 2-(1-[(tert-butoxy)carbonyl](methyl)aminocyclopropyl)pyrimidine-5-carboxylate